7-(3,3-difluoroazetidin-1-yl)pyrazolo[1,5-a]pyridine-5-carboxylic acid FC1(CN(C1)C1=CC(=CC=2N1N=CC2)C(=O)O)F